C1(=CC=CC=2CCCCC12)NC1=CC=C2C(=N1)NN=C2N N6-(5,6,7,8-tetrahydronaphthalen-1-yl)-1H-pyrazolo[3,4-b]pyridine-3,6-diamine